1-aminobutylphosphonic acid NC(CCC)P(O)(O)=O